3-Methyl-7-(4-((4-(methylsulfonyl)piperidin-1-yl)methyl)phenyl)-8-phenyl-1-(tetrahydro-2H-pyran-4-yl)-3,6-dihydroimidazo[4,5-d]pyrrolo[2,3-b]pyridin-2(1H)-on CN1C(N(C2=C3C(=NC=C21)NC(=C3C3=CC=CC=C3)C3=CC=C(C=C3)CN3CCC(CC3)S(=O)(=O)C)C3CCOCC3)=O